sodium valproate (valproate) C(C(CCC)CCC)(=O)[O-].C(C(CCC)CCC)(=O)O.[Na+]